FC1(CCN(CC1)N1C=C(C=CC1=O)C(=O)O)F 1-(4,4-difluoropiperidin-1-yl)-6-oxo-1,6-dihydropyridine-3-carboxylic acid